[13C](ON)([2H])([2H])[2H] [13C,2H3]-methoxyamine